sodium (2-carboxylatophenyl)sulfanyl-ethylmercury C(=O)([O-])C1=C(C=CC=C1)S[Hg]CC.[Na+]